4-(3-(3,3-dimethyl-2-oxoindolin-1-yl)-4-fluorobenzyl)phthalazin-1(2H)-one CC1(C(N(C2=CC=CC=C12)C=1C=C(CC2=NNC(C3=CC=CC=C23)=O)C=CC1F)=O)C